C(C)(C)[C@@H]1NC(OC1=O)=O (S)-4-isopropyloxazolidine-2,5-dione